(E)-2-cyclohexyl-2-(2-(9-methyl-6-morpholino-8-(pyridin-4-yl)-9H-purin-2-yl)hydrazono)acetic acid C1(CCCCC1)\C(\C(=O)O)=N/NC1=NC(=C2N=C(N(C2=N1)C)C1=CC=NC=C1)N1CCOCC1